BrC1=CC(=NC=C1Cl)C(=O)OC methyl 4-bromo-5-chloropicolinate